[N+](=O)([O-])C1=CC=2N(C3=CC=C(C=C3SC2C=C1)[N+](=O)[O-])CC 2,7-dinitro-10-ethylphenothiazine